(1,2,2,6,6-pentamethyl-4-piperidinyl) 1,2,3,4-butanetetracarboxylate C(C(C(CC(=O)[O-])C(=O)[O-])C(=O)[O-])C(=O)OC1CC(N(C(C1)(C)C)C)(C)C